3-amino-5-(trifluoromethyl)-2(1H)-Pyridinethione NC=1C(NC=C(C1)C(F)(F)F)=S